2-[4-[(E)-3-(3-Methoxy-4-propoxyphenyl)prop-2-enoyl]phenoxy]acetic acid COC=1C=C(C=CC1OCCC)/C=C/C(=O)C1=CC=C(OCC(=O)O)C=C1